(2R,3R,4S,5S)-2-(6-amino-9H-purin-9-yl)-5-((R)-1-(4-chlorophenyl)-1-hydroxyethyl)tetrahydrofuran-3,4-diol NC1=C2N=CN(C2=NC=N1)[C@@H]1O[C@@H]([C@H]([C@H]1O)O)[C@](C)(O)C1=CC=C(C=C1)Cl